C(CCC)(=O)OC=1C(=NC=CC1OC)C(N[C@H](C(=O)NC1CCC(CC1)(C)C)C)=O (S)-2-((1-((4,4-dimethylcyclohexyl)amino)-1-oxopropan-2-yl)carbamoyl)-4-methoxypyridin-3-yl butyrate